(R)-3-((tert-butoxycarbonyl)amino)butyric acid C(C)(C)(C)OC(=O)N[C@@H](CC(=O)O)C